(R)-4-ethyl-1,2,3,4-tetrahydro-[1,4]oxazepino[6,7-f]quinoline C(C)[C@H]1OC=2C(=C3C=CC=NC3=CC2)CNC1